CN1N=CC(=C1C)C1CN(CC2=CC=CC=C12)C(CCCC(C)C)=O 1-[4-(1,5-dimethylpyrazol-4-yl)-3,4-dihydro-1H-isoquinolin-2-yl]-5-methyl-hexan-1-one